N-(4-(5-(difluoromethyl)-1,3,4-oxadiazol-2-yl)-2-fluorobenzyl)-N-(3-fluorophenyl)pyridine-3-sulfonamide FC(C1=NN=C(O1)C1=CC(=C(CN(S(=O)(=O)C=2C=NC=CC2)C2=CC(=CC=C2)F)C=C1)F)F